ClC1=C(C=CC=C1)C1=CC(OC2=CC(=CC=C12)OC(C(=O)NC(C)C)(C)C)=O 2-[4-(2-chlorophenyl)-2-oxo-chromen-7-yl]oxy-N-isopropyl-2-methyl-propionamide